N-(3-chloro-5-(methylsulfonamido)phenyl)-5-(3-((3-cyano-5-fluorobenzyl)oxy)-5-(3,3-difluoroazetidin-1-yl)pyridin-2-yl)-1-methyl-1H-pyrrole-3-carboxamide ClC=1C=C(C=C(C1)NS(=O)(=O)C)NC(=O)C1=CN(C(=C1)C1=NC=C(C=C1OCC1=CC(=CC(=C1)F)C#N)N1CC(C1)(F)F)C